C(#C)C1=CC=C(CCNC(OC(C)(C)C)=O)C=C1 tert-Butyl (4-ethynylphenethyl)carbamate